4-methyl-4-Piperidinol CC1(CCNCC1)O